3-(1,3-Benzodioxol-5-yl)-5-(4-bromophenyl)-1H-pyrazole O1COC2=C1C=CC(=C2)C2=NNC(=C2)C2=CC=C(C=C2)Br